3,5-diacetamido-2,4,6-triiodobenzoic acid C(C)(=O)NC=1C(=C(C(=O)O)C(=C(C1I)NC(C)=O)I)I